3-(1-piperazinyl)benzoic acid N1(CCNCC1)C=1C=C(C(=O)O)C=CC1